FC1=C(C(=CC=C1)F)C1=CC=CC2=C1C(=NO2)N2C(N1[C@H](C2)C([C@@H](C1)NS(NC)(=O)=O)(F)F)=O N-{(6R,7aR)-2-[4-(2,6-difluorophenyl)-1,2-benzoxazol-3-yl]-7,7-difluoro-3-oxohexahydro-1H-pyrrolo[1,2-c]imidazol-6-yl}-N'-methylsulfuric diamide